C(C1=CC=CC=C1)OC(NC=1C=C2C(=NN(C2=CC1)C1OCCCC1)F)=O.C(C(C)CCCCCCCC(=O)O)CCCCCCCC(=O)O.ClC1=CC=C(C=C1)C1=NOC(=N1)C=O [3-(4-chlorophenyl)-1,2,4-oxadiazol-5-yl]methanone propylenedicaprylate benzyl-N-(3-fluoro-1-tetrahydropyran-2-yl-indazol-5-yl)carbamate